(1,4-phenylene)bis(N-(4-aminophenyl)benzene-1,4-diamine) C1(=CC=C(C=C1)C1=C(C=CC(=C1)N)NC1=CC=C(C=C1)N)C1=C(C=CC(=C1)N)NC1=CC=C(C=C1)N